(2-(tert-butylamino)-2-oxoacetyl)-N-(3-cyano-4-fluorophenyl)-2-fluoro-1-methyl-1H-pyrrole-3-carboxamide C(C)(C)(C)NC(C(=O)C=1C(=C(N(C1)C)F)C(=O)NC1=CC(=C(C=C1)F)C#N)=O